C(C)OC(C(C(=O)OCC)=CNC=1C(=NC(=CC1)C)OC)=O.ClC1=NC=CC(=N1)NC1=C(C=CC=C1)NC(C)=O N-{2-[(2-chloropyrimidin-4-yl)amino]phenyl}acetamide diethyl-2-(((2-methoxy-6-methylpyridin-3-yl)amino)methylene)malonate